N,N'-bis-[3-(ethylsulfonyloxy)phenyl]urea C(C)S(=O)(=O)OC=1C=C(C=CC1)NC(=O)NC1=CC(=CC=C1)OS(=O)(=O)CC